(R)-2-(5-((4-((1-(3-amino-5-(trifluoromethyl)phenyl)ethyl)amino)-2-Methylquinazolin-6-yl)amino)-2-methoxyphenyl)-N,N-dimethylacetamide NC=1C=C(C=C(C1)C(F)(F)F)[C@@H](C)NC1=NC(=NC2=CC=C(C=C12)NC=1C=CC(=C(C1)CC(=O)N(C)C)OC)C